2,7-diazaspiro[3.5]nonane-2-carboxylate C1N(CC12CCNCC2)C(=O)[O-]